4-[[4-(6-fluoro-1,2-benzisoxazol-3-yl)-1-piperidinyl]carbonyl]-2-methyl-1(2H)-phthalazinone FC1=CC2=C(C(=NO2)C2CCN(CC2)C(=O)C2=NN(C(C3=CC=CC=C23)=O)C)C=C1